(piperidin-1-ylmethyl)-4H-chromen N1(CCCCC1)CC=1OC2=CC=CC=C2CC1